C([2H])([2H])([2H])N(C1=NC(=NC=C1)C#N)C1CCN(CC1)CC1=CC=C(C=C1)C=1N=C2N(COC3=C2C=NC=C3)C1C1=CC=CC=C1 4-((Methyl-d3)(1-(4-(3-phenyl-5H-imidazo[1,2-c]pyrido[3,4-e][1,3]oxazin-2-yl)benzyl)piperidin-4-yl)amino)pyrimidine-2-carbonitrile